FC(OC1=C(C(=O)O)C(=CC(=C1)C=1N(N=C2C=C(C=C(C12)C(F)F)C=1C=NN(C1)C)C)OC)F 2-(difluoromethoxy)-4-[4-(difluoromethyl)-2-methyl-6-(1-methylpyrazol-4-yl)indazol-3-yl]-6-methoxybenzoic acid